O1CC[C@@H](C2=CC=CC=C12)NC(=O)C=1C=NC2=C(N=CC=C2C1N1CCCC1)C1=CC(=CC(=C1)Cl)Cl N-[(4S)-chroman-4-yl]-8-(3,5-dichlorophenyl)-4-pyrrolidin-1-yl-1,7-naphthyridine-3-carboxamide